8-Bromo-4-chloro-1-methyl-2-oxo-1,2-dihydroquinoline-3-carbonitrile BrC=1C=CC=C2C(=C(C(N(C12)C)=O)C#N)Cl